4,6-dimethylpyridine CC1=CC=NC(=C1)C